FC1(CCN(CCC1)C1=C(C(=O)NC=2C=C(C=CC2)[S@](=O)(C)=NC(OC(C)(C)C)=O)C(=C(C=N1)C1=CC=C(C=C1)C(F)(F)F)C)F tert-butyl (R)-((3-(2-(4,4-difluoroazepan-1-yl)-4-methyl-5-(4-(trifluoromethyl)phenyl)nicotinamido)phenyl)(methyl)(oxo)-λ6-sulfaneylidene)carbamate